methyl (1r,4r)-1-((2'-(benzyloxy)-3',6-difluoro-[1,1'-biphenyl]-3-yl)methyl)-4-(methylsulfonamido)cyclohexane-1-carboxylate C(C1=CC=CC=C1)OC1=C(C=CC=C1F)C1=CC(=CC=C1F)CC1(CCC(CC1)NS(=O)(=O)C)C(=O)OC